C1(CC1)N1N=CC(=C1)[C@H]1OCC[C@H](C1)C=1C=C(C=2N(N1)C(C(=C(N2)C)C)=O)C21CC(C2)(C1)C(F)(F)F 7-[(2S,4R)-2-(1-cyclopropylpyrazol-4-yl)tetrahydropyran-4-yl]-2,3-dimethyl-9-[3-(trifluoromethyl)-1-bicyclo[1.1.1]pentanyl]pyrimido[1,2-b]pyridazin-4-one